BrC=1C(=C(C=C(C1OC)Cl)C(C=CC1=CC=C(C#N)C=C1)=O)O 4-(3-(3-bromo-5-chloro-2-hydroxy-4-methoxyphenyl)-3-oxoprop-1-en-1-yl)benzonitrile